CC1([C@]2(C(C[C@@H]1CC2)=O)CS(=O)(=O)[O-])C.C2(=CC=CC=C2)C([NH+]2[C@H](CC2)C)C2=CC=CC=C2 (2S)-1-(diphenylmethyl)-2-methylazetidinium [(1R,4S)-7,7-dimethyl-2-oxobicyclo[2.2.1]hept-1-yl]methanesulfonate